(S)-5,5-Difluoro-1-(4-fluoro-3-(trifluoromethyl)phenyl)-3-((fluoromethyl)sulfonyl)-4,5,6,7-tetrahydro-1H-indol-4-ol FC1([C@H](C=2C(=CN(C2CC1)C1=CC(=C(C=C1)F)C(F)(F)F)S(=O)(=O)CF)O)F